trans-4-((4-(1-(tert-Butyl)-1H-pyrazol-4-yl)pyridin-2-yl)((trans-4-(4-methoxy-3-methylphenyl)cyclohexyl)methyl) carbamoyl)cyclohexyl 3-hydroxyazetidine-1-carboxylate OC1CN(C1)C(=O)O[C@@H]1CC[C@H](CC1)C(N(C[C@@H]1CC[C@H](CC1)C1=CC(=C(C=C1)OC)C)C1=NC=CC(=C1)C=1C=NN(C1)C(C)(C)C)=O